4-chloro-5-fluoro-1-methyl-1H-1,3-benzodiazol ClC1=C(C=CC=2N(C=NC21)C)F